C(C)(=O)OCCCCCCCCCCC\C=C/CC Z-12-pentadecenyl acetate